C(C)(C)N1N=C(C(=C1C)O)C1=CC(=CC=C1)OCC 1-isopropyl-3-(3-ethoxyphenyl)-5-methyl-pyrazol-4-ol